C(C1=CC=CC=C1)SC1=CC2=C(N=C(N=C2N[C@H](C)C2=C(C(=CC=C2)C(F)(F)F)C)C)N=C1 6-(Benzylsulfanyl)-2-methyl-N-{(1R)-1-[2-methyl-3-(trifluoromethyl)phenyl]ethyl}pyrido[2,3-d]pyrimidin-4-amine